C(C)(C)N(CCC1=CNC2=CC(=CC=C12)OC(CCCCC(=O)O)=O)C(C)C 6-((3-(2-(diisopropylamino)ethyl)-1H-indol-6-yl)oxy)-6-oxohexanoic acid